FC1=C(C=CC=C1C1=C2C(=NC=C1)N=CN2)NC=2C(=NN(C2C)C)C N-(2-fluoro-3-(1H-imidazo[4,5-b]pyridin-7-yl)phenyl)-1,3,5-trimethyl-1H-pyrazol-4-amine